(S)-6-(5-methyl-6,7-dihydro-5H-pyrrolo[2,1-c][1,2,4]triazol-3-yl)pyridin-2-amine C[C@H]1CCC2=NN=C(N21)C2=CC=CC(=N2)N